ClC=1C=C(C=NC1C1C(C1)(F)F)C(=O)NCC=1C=NC=CC1C 5-chloro-6-(2,2-difluorocyclopropyl)-N-[(4-methylpyridin-3-yl)methyl]pyridine-3-carboxamide